CC1=CC=C(C=C1)S(=O)(=O)OC1CC(C1)NC(=O)OC(C)(C)C (1r,3r)-3-((tert-butoxycarbonyl)amino)cyclobutyl 4-methylbenzenesulfonate